CC1=NC(=CC=C1C1=NN2C(N=CC=C2)=C1C(=O)N[C@@H]1C(NC2=C(C(=N1)C1=CC=CC=C1)C=CC=C2)=O)NC(C)C 2-[2-Methyl-6-(propan-2-ylamino)pyridin-3-yl]-N-[(3S)-2-oxo-5-phenyl-1,3-dihydro-1,4-benzodiazepin-3-yl]pyrazolo[1,5-a]pyrimidine-3-carboxamide